BrC=1C=C(C(=O)NC2=CC=C(C=C2)OC(F)(F)Cl)C=C(C1N[C@@H]1CNC(C1)=O)[N+](=O)[O-] (S)-3-bromo-N-(4-(chlorodifluoromethoxy)phenyl)-5-nitro-4-((5-oxopyrrolidin-3-yl)amino)benzamide